3,5-diiodobenzenesulfonic acid IC=1C=C(C=C(C1)I)S(=O)(=O)O